1,3-dimethylbut-1-yl (5-chloro-8-quinolinoxy)acetate ClC1=C2C=CC=NC2=C(C=C1)OCC(=O)OC(CC(C)C)C